The molecule is a nucleoside 3',5'-cyclic phosphorothioate having 8-bromoadenine as the nucleobase (the Sp-stereoisomer). It has a role as a protein kinase agonist. It is a nucleoside 3',5'-cyclic phosphorothioate, a member of purines and an organobromine compound. It derives from a 3',5'-cyclic AMP. C1[C@@H]2[C@H]([C@H]([C@@H](O2)N3C4=NC=NC(=C4N=C3Br)N)O)OP(=S)(O1)O